5-(4-methoxy-phenyl)-5-oxo-pentanoic acid COC1=CC=C(C=C1)C(CCCC(=O)O)=O